FC1=CC(=NC=C1)C=1N=C(C2=C(N1)CCC2)N(CC(=O)NC2=CC(=CC=C2)OC)C 2-[[2-(4-fluoropyridin-2-yl)-5H,6H,7H-cyclopenta[d]pyrimidin-4-yl](methyl)amino]-N-(3-methoxyphenyl)acetamide